(3S)-3-(2-(5-(2-(dimethylamino)ethyl)-3-fluoro-2-oxopyridin-1(2H)-yl)-4-methylpentanamido)-3-(4-fluoro-2',5,6'-trimethylbiphenyl-3-yl)propanoic acid CN(CCC=1C=C(C(N(C1)C(C(=O)N[C@@H](CC(=O)O)C=1C=C(C=C(C1F)C)C1=C(C=CC=C1C)C)CC(C)C)=O)F)C